2-((1R,3R,5S)-3-((5-cyclopropyl-3-(2,6-difluorophenyl)isoxazol-4-yl)methoxy)-8-azabicyclo[3.2.1]octane-8-carbonyl)isoindoline-4-carboxylic acid C1(CC1)C1=C(C(=NO1)C1=C(C=CC=C1F)F)COC1C[C@H]2CC[C@@H](C1)N2C(=O)N2CC=1C=CC=C(C1C2)C(=O)O